7-(3,4-difluoro-5-isopropoxyphenyl)-5,6,7,8-tetrahydro-2,7-naphthyridine-3-carboxylic acid ethyl ester C(C)OC(=O)C=1N=CC=2CN(CCC2C1)C1=CC(=C(C(=C1)OC(C)C)F)F